(S)-1-(3-chloro-5-fluoro-2-((2-methyl-4-(1-methyl-1H-1,2,4-triazol-5-yl)quinolin-8-yloxy)methyl)phenyl)ethylamine ClC=1C(=C(C=C(C1)F)[C@H](C)N)COC=1C=CC=C2C(=CC(=NC12)C)C1=NC=NN1C